FC1CCN(CC1)CC(=O)NC=1N=CC2=CC=C(C=C2C1)C=1N=NN(C1)C 2-(4-fluoropiperidin-1-yl)-N-(6-(1-methyl-1H-1,2,3-triazol-4-yl)isoquinolin-3-yl)acetamide